(S)-6-(cyclopropylmethyl)-N-((S)-1-(5-(7-methoxy-1-methyl-2-oxo-1,2-dihydroquinolin-6-yl)oxazol-2-yl)-7-oxononyl)-6-azaspiro[2.5]octane-1-carboxamide C1(CC1)CN1CCC2(C[C@@H]2C(=O)N[C@@H](CCCCCC(CC)=O)C=2OC(=CN2)C=2C=C3C=CC(N(C3=CC2OC)C)=O)CC1